N(=[N+]=[N-])CCOCCOCCOCCOCC1=CC=C(C=C1)Br 13-azido-1-(4-bromophenyl)-2,5,8,11-tetraoxatridecane